C(#N)C1=C(C=C(CNC(=O)C2=CC=3C(=C(N=NC3)OCC3(CC3)S(=O)(=O)C3CC3)N(C2=O)C)C=C1)F N-(4-cyano-3-fluorobenzyl)-8-((1-(cyclopropylsulfonyl)cyclopropyl)methoxy)-1-methyl-2-oxo-1,2-dihydropyrido[2,3-d]pyridazine-3-carboxamide